F\C(=C/C=1C(=C(C=CC1)C1=C(C(=CC=C1)NC(C1=NC=C(C(=C1)OC)C=O)=O)C)C)\C1=CC(=C(C(=C1)OC)CO)OC (Z)-N-(3'-(2-fluoro-2-(4-(hydroxymethyl)-3,5-dimethoxyphenyl)vinyl)-2,2'-dimethyl-[1,1'-biphenyl]-3-yl)-5-formyl-4-methoxypicolinamide